ClC1=C(C=C(C=C1F)C=1N=NN(C1)[C@@H]1[C@H]([C@@H](SC=2C=NC(=C(C2)C)C(F)(F)F)O[C@@H]([C@@H]1O)CO)OC)F 6-Trifluoromethyl-5-methylpyridin-3-yl 3-[4-(4-chloro-3,5-difluorophenyl)-1H-1,2,3-triazol-1-yl]-3-deoxy-2-O-methyl-1-thio-α-D-galactopyranoside